FC=1C(=C(C=CC1F)[C@H]1[C@@H](O[C@](C1)(C(F)(F)F)CC)C(=O)NC1=CC(=NC=C1)C(=O)N)OC 4-((2R,3S,5R)-3-(3,4-difluoro-2-methoxyphenyl)-5-ethyl-5-(trifluoromethyl)tetrahydrofuran-2-carboxamido)picolinamide